C(C)O[Si](C(C)N1C(CCC1=O)=O)(OCC)OCC N-1-(triethoxysilyl)ethylsuccinimide